ClC(=CF)C(F)(F)F 2-chloro-1,3,3,3-tetrafluoropropene